2-mercapto-3-(tetrahydrofuran-2-yl)cyclohepta-2,4,6-trien-1-one SC=1C(C=CC=CC1C1OCCC1)=O